C(C)(C)(C)OC(=O)N1CC(CC(=CC1)C)C(=O)O 1-(tert-butoxycarbonyl)-5-methyl-2,3,4,7-tetrahydroazepine-3-carboxylic acid